2,6-dichloro-3,5-difluoro-4-methoxymethylbenzyl (1R)-trans-3-(2-cyano-1-propenyl)-2,2-dimethylcyclopropanecarboxylate C(#N)C(=C[C@H]1C([C@@H]1C(=O)OCC1=C(C(=C(C(=C1Cl)F)COC)F)Cl)(C)C)C